2-(6-(azetidin-3-yl)pyridazin-3-yl)-5-(8-fluoro-2-methylimidazo[1,2-a]pyridin-6-yl)phenol N1CC(C1)C1=CC=C(N=N1)C1=C(C=C(C=C1)C=1C=C(C=2N(C1)C=C(N2)C)F)O